ethyl 3-[5-(5-bromo-3-chloro-2-pyridyl)-2-chloro-4-fluoro-phenyl]-5-methyl-4H-isoxazole-5-carboxylate BrC=1C=C(C(=NC1)C=1C(=CC(=C(C1)C1=NOC(C1)(C(=O)OCC)C)Cl)F)Cl